2-{3-[(1,3-Benzothiazol-2-yl)amino]-4-methyl-5H,6H,7H,8H-pyrido[2,3-c]pyridazin-8-yl}-5-(3-{2-chloro-4-[3-(dimethylamino)prop-1-yn-1-yl]phenoxy}propyl)-1,3-thiazole-4-carboxylic acid S1C(=NC2=C1C=CC=C2)NC2=C(C1=C(N=N2)N(CCC1)C=1SC(=C(N1)C(=O)O)CCCOC1=C(C=C(C=C1)C#CCN(C)C)Cl)C